N,N-ditetradecyl-4-butylaniline C(CCCCCCCCCCCCC)N(C1=CC=C(C=C1)CCCC)CCCCCCCCCCCCCC